2-((2-(dimethylamino)ethyl(methyl)amino)-4-methoxyphenyl)acrylamide CN(CCN(C)C1=C(C=CC(=C1)OC)C(C(=O)N)=C)C